2-methyl-2-propanyl [3-({4-[2-(4-fluorophenyl)-4-oxo-1,3-thiazolidin-3-yl]-3-methylbenzoyl}amino)propyl]carbamate FC1=CC=C(C=C1)C1SCC(N1C1=C(C=C(C(=O)NCCCNC(OC(C)(C)C)=O)C=C1)C)=O